CSC1=C(C=C(C(=O)O)C=C1C)C 4-methylthio-3,5-dimethylbenzoic acid